5-chloro-5H-dibenzoborole ClB1C2=C(C3=C1C=CC=C3)C=CC=C2